N1(CCC1)C(CN1N=CC=2C1=NC(=CN2)C2=CC(=C(C=C2)F)C(C)(F)F)=O 1-(Azetidin-1-yl)-2-[6-[3-(1,1-difluoroethyl)-4-fluoro-phenyl]pyrazolo[3,4-b]pyrazin-1-yl]ethanone